F[P-](F)(F)(F)(F)F.C(C)N(CC)C(=[N+]1N=[N+](C2=NC=CC=C21)[O-])N(CC)CC 1-[Bis(diethylamino)methylene]-1H-1,2,3-triazolo[4,5-b]pyridinium 3-oxide hexafluorophosphate